(S)-6-bromo-N-(4-(chlorodifluoromethoxy)phenyl)-4-(fluoromethyl)-3,4-dihydro-1H-benzo[4,5]imidazo[2,1-C][1,4]oxazine-8-carboxamide BrC1=CC(=CC=2N=C3COC[C@H](N3C21)CF)C(=O)NC2=CC=C(C=C2)OC(F)(F)Cl